Phenyl-Indene C1(=CC=CC=C1)C1C=CC2=CC=CC=C12